O=C1NC(CCC1C1=C(C=C(C=C1F)N1CCN(CC1)C1=NC=C(C=N1)C=O)F)=O 2-(4-(4-(2,6-dioxopiperidin-3-yl)-3,5-difluorophenyl)piperazin-1-yl)pyrimidine-5-carbaldehyde